BrC1=CC(=C(C=C1)C=C1CN(C1)CCCF)F 3-[(4-bromo-2-fluoro-phenyl)methylene]-1-(3-fluoropropyl)azetidine